N1(CC(C1)C(=O)[O-])C(=O)ONC(=O)OC(C)(C)C (tert-butoxycarbonyl)amino azetidine-1,3-dicarboxylate